(S)-2-Amino-3-((S)-2-oxopyrrolidin-3-yl)propionamide hydrochloride Cl.N[C@H](C(=O)N)C[C@H]1C(NCC1)=O